(S)-4-[6,7-dichloro-1-(2-isopropyl-4-methylpyridin-3-yl)-2-oxo-pyrido[2,3-d]Pyrimidin-4-yl]-3-methylpiperazine-1-carboxylic acid tert-butyl ester C(C)(C)(C)OC(=O)N1C[C@@H](N(CC1)C=1C2=C(N(C(N1)=O)C=1C(=NC=CC1C)C(C)C)N=C(C(=C2)Cl)Cl)C